BrC=1C(=NC(=NC1)NC1=C(C=C(C(=C1)C=1C=NN(C1)CC)N1CCNCC1)OC)NC=1C(=C2N=CC=NC2=CC1)P(C)(C)=O (6-((5-bromo-2-((5-(1-ethyl-1H-pyrazole-4-yl)-2-methoxy-4-(piperazin-1-yl)phenyl)amino)pyrimidin-4-yl)amino)quinoxalin-5-yl)dimethylphosphine oxide